FC1=C(C=CC(=C1)C1=CC=2SC(=CC2S1)CCCCC)C1=CC(=C(N)C(=C1)C)C 4-[2-fluoro-4-(2-pentylthieno[3,2-b]thiophen-5-yl)phenyl]-2,6-dimethylaniline